ClC=1N=NC(=CC1OCC1CC1)Cl 3,6-dichloro-4-cyclopropylmethoxy-pyridazine